C(=C)(C)C1=C2CCCC(C2=CC=C1C#N)NC1=CC=C2C=NN(C2=C1)C=1C=NN(C1)C 5-isopropenyl-1-[[1-(1-methylpyrazol-4-yl)indazol-6-yl]amino]tetralin-6-carbonitrile